BrCC1=C(C=CC=C1C(F)(F)F)C 2-Bromomethyl-1-methyl-3-trifluoromethyl-benzene